N-(2-oxo-2-((2'-oxo-1,1',2',3-tetrahydrospiro[indene-2,3'-pyrrolo[2,3-b]pyridin]-5-yl)amino)ethyl)oxetane-3-carboxamide O=C(CNC(=O)C1COC1)NC=1C=C2CC3(C(NC4=NC=CC=C43)=O)CC2=CC1